FC(C(=O)[O-])(F)F.FC(C(=O)[O-])(F)F.N1CC(C1)C[N+](C)(CCCNC(C1=C(C=C(C=C1)NC=1C=2N(C=CN1)C(=CN2)C2=C(C(=C(C=C2)OC)F)F)CC)=O)CC2CNC2.N2CC(C2)C[N+](CC2CNC2)(CCCNC(C2=C(C=C(C=C2)NC=2C=1N(C=CN2)C(=CN1)C1=C(C(=C(C=C1)OC)F)F)CC)=O)C Bis(azetidin-3-ylmethyl)-[3-[[4-[[3-(2,3-difluoro-4-methoxy-phenyl)imidazo[1,2-a]pyrazin-8-yl]amino]-2-ethyl-benzoyl]amino]propyl]-methyl-ammonium bis(2,2,2-trifluoroacetate)